CC(C(C)O)C=CC1C(C(=CC1)C)(C)C 3-Methyl-5-(2,2,3-trimethyl-3-cyclopenten-1-yl)-4-penten-2-ol